tetrabutylphosphorus decanoate C(CCCCCCCCC)(=O)[O-].C(CCC)[P+](CCCC)(CCCC)CCCC